C(CCCC)OCOCCCC(CC(CC(CC(CC(CC(C)Br)C)C)C)C)C 14-bromo-4,6,8,10,12-pentamethylpentadecyl pentoxymethyl ether